tert-Butyl methyl(4-fluoro-1-methylisoquinolin-5-yl)carbamate CN(C(OC(C)(C)C)=O)C1=C2C(=CN=C(C2=CC=C1)C)F